CCC=CCCCCCCC Undec-3-ene